FC=1C=C(C=C(C1CN(C[C@H]1NC(CC1)=O)C)OC)C=1C(=C(C=CC1)C1=C(C(=CC=C1)NC(=O)C1=CN=CN(C1=O)C)C)C (S)-N-(3''-fluoro-5''-methoxy-2,2'-dimethyl-4''-((methyl((5-oxopyrrolidin-2-yl)methyl)amino)methyl)-[1,1':3',1''-terphenyl]-3-yl)-1-methyl-6-oxo-1,6-dihydropyrimidine-5-carboxamide